N-(4-methoxyphenyl)-N-methyl-[1,2,4]triazolo[4,3-a]quinazolin-5-amine COC1=CC=C(C=C1)N(C1=NC=2N(C3=CC=CC=C13)C=NN2)C